(-)-[3-[[2-fluoro-4-(trifluoromethyl)phenyl]methoxy]azetidin-1-yl]-[(5aS,8aR)-4,5,5a,6,8,8a-hexahydro-1H-pyrrolo[3,4-e]benzotriazol-7-yl]methanone FC1=C(C=CC(=C1)C(F)(F)F)COC1CN(C1)C(=O)N1C[C@H]2[C@H](CCC=3N=NNC32)C1